OC1=CC=C(C=C1)C=1SC2=C(N1)CC[C@@]1([C@H]3CC[C@]4([C@H]([C@@H]3CC[C@H]12)CCC4=O)C)C (5aR,5bS,7aS,10aS,10bR,12aR)-2-(4-hydroxyphenyl)-5a,7a-dimethyl-4,5,5a,5b,6,7,7a,9,10,10a,10b,11,12,12a-tetradecahydro-8H-cyclopenta[7,8]phenanthro[2,1-d]thiazol-8-one